FC(C(=O)O)(F)F.C(C)N(C1=C(C=C(CN2CCC3(CN(C3)C3=CC=C(C(=O)O)C=C3)CC2)C=C1)OCC)CC 4-(7-(4-(diethylamino)-3-ethoxybenzyl)-2,7-diazaspiro[3.5]nonan-2-yl)benzoic acid, trifluoroacetate salt